C1(CCC(CC1)C(=O)OCC(CCCC)CC)C(=O)OCCCC butyl (2-ethylhexyl) 1,4-cyclohexanedicarboxylate